C[C@H]1CC[C@@H](NC1)C1=CC2CCC(NC2C=C1)=O 6-[(2R,5S)-5-methyl-2-piperidyl]-3,4,4a,8a-tetrahydro-1H-quinolin-2-one